(9aS,10R)-10-benzhydryl-4-hydroxy-8,9,9a,10-tetrahydro-7H-pyrrolo[1',2':4,5]pyrazino[1,2-b]pyridazine-3,5-dione C(C1=CC=CC=C1)(C1=CC=CC=C1)[C@@H]1[C@H]2N(C(C=3N1N=CC(C3O)=O)=O)CCC2